5-amino-3-(4-bromophenyl)-1-(1-cyclopentyl-2,2,2-trifluoro-ethyl)pyrazole-4-carbonitrile NC1=C(C(=NN1C(C(F)(F)F)C1CCCC1)C1=CC=C(C=C1)Br)C#N